N=1C=CN2C1C=C(C=C2)C2=C(C=CC(=N2)C#N)C=2C=NN(C2)CC(C(F)(F)F)(F)F 6-imidazo[1,2-a]pyridin-7-yl-5-[1-(2,2,3,3,3-pentafluoropropyl)-1H-pyrazol-4-yl]pyridine-2-carbonitrile